methyl 2-(3-(4-(t-Butoxycarbonyl) piperazin-1-yl) bicyclo[1.1.1]pentan-1-yl)-5-nitro-2H-indazole-6-carboxylate C(C)(C)(C)OC(=O)N1CCN(CC1)C12CC(C1)(C2)N2N=C1C=C(C(=CC1=C2)[N+](=O)[O-])C(=O)OC